[1,4]oxazepane O1CCNCCC1